C(=O)(O)CC[N+]1=NC=C(C=C1)C1=NC=CC=N1.ClC1=C(C(=O)C=2C(CCCC2O)=O)C=CC(=C1CN1CCOCC1)S(=O)(=O)C 2-[2-chloro-4-(methylsulfonyl)-3-(morpholin-4-ylmethyl)benzoyl]-3-hydroxycyclohex-2-en-1-one, 1-(2-carboxyethyl)-4-(pyrimidin-2-yl)pyridazin-1-ium salt